C(C)(C)(C)OC(=O)N1C(C(CC1COC(C1=CC=CC=C1)=O)=CN(C)C)=O 5-((benzoyloxy)methyl)-3-((dimethylamino)methylene)-2-oxopyrrolidine-1-carboxylic acid tert-butyl ester